(3S)-(3-(4-((2-chloro-1H-imidazol-1-yl)methyl)phenyl)-5-isobutylthiophene-2-yl)sulfonylcarbamic acid tetrahydrofuran-3-yl ester O1C[C@H](CC1)OC(NS(=O)(=O)C=1SC(=CC1C1=CC=C(C=C1)CN1C(=NC=C1)Cl)CC(C)C)=O